bis[3,5-bis(trifluoromethyl)phenyl][3,6-dimethoxy-2',4',6'-tris(propan-2-yl)-[1,1'-biphenyl]-2-yl]phosphane FC(C=1C=C(C=C(C1)C(F)(F)F)P(C1=C(C(=CC=C1OC)OC)C1=C(C=C(C=C1C(C)C)C(C)C)C(C)C)C1=CC(=CC(=C1)C(F)(F)F)C(F)(F)F)(F)F